[4-(4-benzyloxycarbonylpiperazin-1-yl)-4-oxo-butyl]-bis[3-(tert-butoxycarbonylamino)propyl]-(2-tert-butoxy-2-oxo-ethyl)ammonium formate C(=O)[O-].C(C1=CC=CC=C1)OC(=O)N1CCN(CC1)C(CCC[N+](CC(=O)OC(C)(C)C)(CCCNC(=O)OC(C)(C)C)CCCNC(=O)OC(C)(C)C)=O